[F-].[Sr+2].[F-] strontium(II) fluoride